2,6-dimethyl-4-allylphenylallyl ether CC1=C(C(=CC(=C1)CC=C)C)C=CCOCC=CC1=C(C=C(C=C1C)CC=C)C